C1(=CC=CC=C1)N1N=CC2=CC=CC=C12 1-phenyl-1H-indazol